CN1C=2N(CCC(C1=O)NC(OC(C)(C)C)=O)N=C(C2)C2OC2 tert-butyl (4-methyl-2-(oxiran-2-yl)-5-oxo-5,6,7,8-tetrahydro-4H-pyrazolo[1,5-a][1,3]diazepin-6-yl)carbamate